COC1=C2C(C=C(OC2=C(C(=C1)OC)C(C)C)C1=CC=C(C=C1)OC)=O 5,7,4'-trimethoxy-8-isopropyl-flavone